BrC1=CC=C(S1)C1=NC(=NC(=N1)C=1SC(=CC1)Br)C=1SC(=CC1)Br 2,4,6-Tris(5-bromothiophene-2-yl)-1,3,5-triazin